C1=C(C=CC2=CC=CC=C12)CN1C(C=C(C=C1)C(=O)OC)=O Methyl 1-(naphthalen-2-ylmethyl)-2-oxo-1,2-dihydropyridine-4-carboxylate